ClC=C(C(OO)(F)F)F 1-chloro-2,3,3-trifluoro-3-hydroperoxy-1-propene